N-((1R,4R)-4-((4-((5-cyclopentyl-1H-pyrazol-3-yl)(methyl)amino)pyrimidin-2-yl)(methyl)amino)cyclohexyl)-3-(methylsulfonyl)benzamide C1(CCCC1)C1=CC(=NN1)N(C1=NC(=NC=C1)N(C1CCC(CC1)NC(C1=CC(=CC=C1)S(=O)(=O)C)=O)C)C